heptyl-4-(2,4-difluorobenzylamino)-7-methoxychroman C(CCCCCC)C1OC2=CC(=CC=C2C(C1)NCC1=C(C=C(C=C1)F)F)OC